C[C@]1([C@]2([C@]34C=5C(=C(C=CC5C[C@H]([C@@H]3C=C1)N(C)CC4)O)O2)C)O dimethylmorphin